ClC=1C(=C(C(=C(C1)C(C(=O)O)C)OCC)C=1C=NC=C(C1)C(F)(F)F)C 2-(5-chloro-2-ethoxy-4-methyl-3-(5-(trifluoromethyl)pyridin-3-yl)phenyl)propanoic acid